C(=O)C12OCC(CC1)(CC2)NC(OC(C)(C)C)=O tert-butyl (1-formyl-2-oxabicyclo[2.2.2]octan-4-yl)carbamate